C(C1=CC=CC=C1)(C1=CC=CC=C1)N[C@H](C)C=1OC=CC1 N-benzhydryl-(1R)-1-(furan-2-yl)ethylamine